ClC1=C(C=CC(=C1Cl)S(N[C@H](C(F)(F)F)CC)(=O)=O)C1=C(N=C(S1)C1=NN=C(O1)CC(C(=O)OC)(C)C)C(=O)N1[C@H](CCCC1)C Methyl 3-(5-(5-(2,3-dichloro-4-(N-((S)-1,1,1-trifluorobut-2-yl) sulfamoyl) phenyl)-4-((S)-2-methylpiperidine-1-carbonyl) thiazol-2-yl)-1,3,4-oxadiazol-2-yl)-2,2-dimethylpropionate